P([O-])([O-])([O-])=S Phosphormonothioat